4-methoxy-6-((3-morpholinobicyclo[1.1.1]pentan-1-yl)amino)pyrimidine-5-carboxylic acid COC1=NC=NC(=C1C(=O)O)NC12CC(C1)(C2)N2CCOCC2